C(C)(C)(C)OC(=O)N[C@H](C(=O)OCC#N)CC=1C=NC(=C(C1)F)C#N Cyanomethyl (S)-2-((tert-butoxy-carbonyl)amino)-3-(6-cyano-5-fluoro-pyridin-3-yl)propanoate